C(=O)(O)CCCN(C(=O)NC1=CC=C(C=C1)Cl)C 1-(3-Carboxypropyl)-3-(4-chlorophenyl)-1-methylurea